C(=CC)C1=NC2=CC=CC=C2C=C1 α-propenylquinoline